ClC1=C(C=CC=C1)/C(=C(\C(=O)OCC)/F)/C Ethyl (E)-3-(2-chlorophenyl)-2-fluorobut-2-enoate